ClC1=CC=C(C=C1)[C@@]1(N(C(C2=CC(=CC(=C12)F)C(CC)(C=1N=CN(C1)C)O)=O)[C@@H](CO)C1=CC=C(C#N)C=C1)O[C@@H]1COCC1 4-[(1R)-1-[(1R)-1-(4-Chlorophenyl)-7-fluoro-5-[1-hydroxy-1-(1-methyl-1H-imidazol-4-yl)propyl]-oxo-1-[(3S)-oxolan-3-yloxy]-2,3-dihydro-1H-isoindol-2-yl]-2-hydroxyethyl]benzonitrile